C1(CC1)C1=C(C=C(C(=O)O)C=C1)S(NC1=C(C=C(C(=C1)C1=CC=NN1C)F)C1=NC=CC=C1)(=O)=O 4-cyclopropyl-3-(N-(4-fluoro-5-(1-methylpyrazol-5-yl)-2-(pyridin-2-yl)phenyl)sulfamoyl)benzoic acid